CN1N=NC2=C1C=CC(=C2C)[C@@H](CC(=O)OC(C)(C)C)C=2C=C1CCCC1=C(C2)CO[Si](C(C)C)(C(C)C)C(C)C tert-butyl (3S)-3-(1,4-dimethyl-1H-benzotriazol-5-yl)-3-[7-({[tri(propan-2-yl)silyl]oxy}methyl)-2,3-dihydro-1H-inden-5-yl]propanoate